CN(C1=CC=CC(=N1)[C@@H]1[C@](C1)(C(=O)NS(=O)(=O)C1=C2C=CC(=NC2=CC=C1)C)C1=C(C=CC(=C1)C)OC)C (1S,2S)-2-(6-(dimethylamino)pyridin-2-yl)-1-(2-methoxy-5-methylphenyl)-N-((2-methylquinolin-5-yl)sulfonyl)cyclopropanecarboxamide